(3-Amino-2,4-difluorophenyl)(5-bromo-1H-pyrazolo[3,4-b]pyridin-3-yl)methanone NC=1C(=C(C=CC1F)C(=O)C1=NNC2=NC=C(C=C21)Br)F